ClC1=C(C=NN1CCOC(F)F)NC(OC(C)(C)C)=O tert-butyl (5-chloro-1-(2-(difluoromethoxy)ethyl)-1H-pyrazol-4-yl)carbamate